CC(CC(C)C)NC=1C=CC=2NC3=CC=CC=C3C2C1 N-(1,3-dimethylbutyl)-9H-carbazol-3-amine